C(C)N(CCNC(=O)NC=1C=C2C(=CC(=NC2=CC1)N1CCN(CC1)CC)C)CC 1-(2-(diethylamino)ethyl)-3-(2-(4-ethylpiperazin-1-yl)-4-methylquinolin-6-yl)urea